NC1=C(C=NC=C1)NC1CC(C1)O (1s,3s)-3-((4-aminopyridin-3-yl)amino)cyclobutan-1-ol